O=C1NC(CCC1N1C(C2=CC=C(C=C2C1)CN1N=NC(=C1)OC1=CC=C(C=C1)NC(OC(C)(C)C)=O)=O)=O Tert-butyl (4-((1-((2-(2,6-dioxopiperidin-3-yl)-1-oxoisoindolin-5-yl)methyl)-1H-1,2,3-triazol-4-yl)oxy)phenyl)carbamate